pyrrolidin-3-yl-methanamine N1CC(CC1)CN